C([C@H]([C@H]([C@@H]([C@H](C(C(=O)O)O)O)O)O)O)O The molecule is an unspecified mixture of (2R)- and 2(S)-D-gluco-heptonic acid. It is a monocarboxylic acid and a carbohydrate acid. It is a conjugate acid of a (2xi)-D-gluco-heptonate.